CC1=C(C=O)C=CC(=C1)[N+](=O)[O-] 2-METHYL-4-NITROBENZALDEHYDE